C(C1=CC=CC=C1)N1C[C@@H](N(CC1)C)COC(C)C (R)-4-benzyl-2-(isopropoxymethyl)-1-methylpiperazine